tert-Butyl 4-[[(2S)-tetrahydrofuran-2-yl]methylamino]pyrazole-1-carboxylate O1[C@@H](CCC1)CNC=1C=NN(C1)C(=O)OC(C)(C)C